C(C=CCCCCCC)=O 2-nonene-1-al